Cl.Cl.Cl.N[C@H](C(=O)O)CCCNCCCCCN (S)-2-amino-5-((5-aminopentyl)amino)pentanoic acid trishydrochloride